COC1=NC=CC=C1N1CCC(CC1)O 1-(2-methoxypyridin-3-yl)piperidin-4-ol